β-glycidoxypropylmethyldimethoxysilane C(C1CO1)OC(C[Si](OC)(OC)C)C